6-fluoro-2,3-dihydrobenzofuran-5-sulfonyl chloride FC1=CC2=C(CCO2)C=C1S(=O)(=O)Cl